FC=1C=C2C(=CC=[NH+]C2=CC1)N1CCC(CC1)CCN1N=C(C2=C1CCC2)C(=O)N2CCC(CC2)O [1-[2-[1-(6-fluoroquinolin-1-ium-4-yl)-4-piperidyl]ethyl]-5,6-dihydro-4H-cyclopenta[c]pyrazol-3-yl]-(4-hydroxy-1-piperidyl)methanone